N-(5-amino-2-fluorophenyl)valeramide tert-butyl-4-(4-((2-((methoxycarbonyl)amino)-1H-benzo[d]imidazol-6-yl)thio)phenyl)piperazine-1-carboxylate C(C)(C)(C)OC(=O)N1CCN(CC1)C1=CC=C(C=C1)SC=1C=CC2=C(NC(=N2)NC(=O)OC)C1.NC=1C=CC(=C(C1)NC(CCCC)=O)F